1-(2-hydroxybutyl)-3-(2-(2-isobutoxyphenyl)-3-phenylquinolin-6-yl)urea OC(CNC(=O)NC=1C=C2C=C(C(=NC2=CC1)C1=C(C=CC=C1)OCC(C)C)C1=CC=CC=C1)CC